C1(=CC=CC2=CC(=CC=C12)O)C1=CC=CC2=CC(=CC=C12)O [1,1'-binaphthalene]-6,6'-diol